1-(3-(1-methyl-1H-imidazol-4-yl)-4-((4-(trifluoromethyl)phenyl)amino)benzyl)imidazolidine-2,4-dione CN1C=NC(=C1)C=1C=C(CN2C(NC(C2)=O)=O)C=CC1NC1=CC=C(C=C1)C(F)(F)F